CN1BN(BN(B1)C)C 1,3,5-trimethyl-borazine